(S)-2-amino-4-methylpentan-1-ol N[C@H](CO)CC(C)C